C(C)N1N=C(C=C1)C=1C(=C2C(=NC(=NN2C1)C=1N(C=CN1)C)NC1=NC=NC(=C1)OC)C 6-(1-Ethyl-1H-pyrazol-3-yl)-N-(6-methoxypyrimidin-4-yl)-5-methyl-2-(1-methyl-1H-imidazol-2-yl)pyrrolo[2,1-f][1,2,4]triazin-4-amine